3-{[2-fluoro-3-(methylaminosulfonylamino)phenyl]methyl}-7-[(2-oxo-1-pyridyl)methyl]-3,4-dihydro-2H-1,3-benzoxazin-2-one FC1=C(C=CC=C1NS(=O)(=O)NC)CN1C(OC2=C(C1)C=CC(=C2)CN2C(C=CC=C2)=O)=O